C(C)OC1=CC(=NN1C1=CC=C(C#N)C=C1)C(F)(F)F 4-(5-ethoxy-3-(trifluoromethyl)-1H-pyrazol-1-yl)benzonitrile